Cl.N1=C(N=CC=C1)[C@H](C)N (S)-1-(pyrimidin-2-yl)ethan-1-amine hydrochloride